phosphorotelluroate P([O-])([O-])([O-])=[Te]